methyl 1-(2,6-difluoro-4-((1-(3-fluoropropyl) azetidin-3-yl) methyl) phenyl)-2-(2,2-difluoropropyl)-3-methyl-2,3,4,9-tetrahydro-1H-pyrido[3,4-b]indole-7-carboxylate FC1=C(C(=CC(=C1)CC1CN(C1)CCCF)F)C1N(C(CC2=C1NC1=CC(=CC=C21)C(=O)OC)C)CC(C)(F)F